S(=O)(=O)(ON1[C@@H]2CC[C@H](N(C1=O)C2)C(NC(CCN2CCCCC2)=O)=N)O (2S,5R)-7-oxo-2-(N-(3-(piperidin-1-yl) propanoyl) carbamimidoyl)-1,6-diazabicyclo[3.2.1]octan-6-yl hydrogen sulfate